(S)-1-(2-(1-(4-(2,3-difluorophenoxy)phenyl)imidazo[1,5-a]pyrazin-3-yl)pyrrolidin-1-yl)prop-2-en-1-one FC1=C(OC2=CC=C(C=C2)C=2N=C(N3C2C=NC=C3)[C@H]3N(CCC3)C(C=C)=O)C=CC=C1F